CC(CN1CCOCC1)(C)NC(=O)C=1C=2C[C@@H]3[C@H](C2N(N1)C1=C(C=C(C=C1)F)F)C3 (1aR,5aR)-2-(2,4-Difluoro-phenyl)-1a,2,5,5a-tetrahydro-1H-2,3-diaza-cyclopropa[a]pentalene-4-carboxylic acid (1,1-dimethyl-2-morpholin-4-yl-ethyl)-amide